BrC(=CC1=CC(=CC=C1)F)Br 1-(2,2-dibromovinyl)-3-fluorobenzene